N[C@@H]1C[C@H](N(C1)C(=O)C=1N=C2N(C=C(C=C2)Cl)C1)C=1SC=C(N1)C(=O)N[C@H](C(=O)NC)CCCNC(=N)N 2-((2S,4R)-4-amino-1-(6-chloroimidazo[1,2-a]pyridine-2-carbonyl)pyrrolidin-2-yl)-N-((S)-5-guanidino-1-(methylamino)-1-oxopentan-2-yl)thiazole-4-carboxamide